decoxybutyloxybutyl p-hydroxybenzoate OC1=CC=C(C(=O)OCCCCOCCCCOCCCCCCCCCC)C=C1